5H-pyrimido[5,4-c]thieno[2,3-e]azepin-2-amine N1=C(N=CC=2CN=CC3=C(C21)SC=C3)N